FC1([C@@H](CN(CC1)[C@@H](C(=O)NC1=NC=C(C=C1)OC1=CC=C(C=C1)F)C)C1=CC(=[N+](C=C1)[O-])C)F 4-((R)-4,4-difluoro-1-((R)-1-((5-(4-fluorophenoxy)pyridin-2-yl)amino)-1-oxopropan-2-yl)piperidin-3-yl)-2-methylpyridine 1-oxide